C(C1=CC=CC=C1)[C@@H]1[C@@H]2[C@@H]3C(N[C@]1(C[C@@H]3CN2CC(C)C)C(=O)NCCC(C)C)=O |o1:7,8,9,12,14| (3S*,3aR*,6S*,7R*,7aR*)-7-benzyl-1-isobutyl-N-isopentyl-4-oxooctahydro-6H-3,6-methanopyrrolo[3,2-c]pyridine-6-carboxamide